C1(=CC=CC=C1)S(=O)C1=CC=C(C=C1)C1=CC=CC=C1 4-[(phenyl)sulfinyl]biphenyl